[I-].CSC(=S)N1C=[N+](C=C1)C.CSC(OC=1C=NN(C1)C1=C(C=C(C(=C1)OC)Br)I)=S O-[1-(4-BROMO-2-IODO-5-METHOXY-PHENYL)PYRAZOL-4-YL] METHYLSULFANYLMETHANETHIOATE Methyl-3-methylimidazol-3-ium-1-carbodithioate iodide